ClC=1C=C(C=NC(C(=O)O)C(C)C)C=C(C1)OC(C1=CC=C(C=C1)C)=O 2-(3-chloro-5-(4-meth-ylbenzoyloxy)benzylideneamino)-3-meth-ylbutanoic acid